Ethyl (3S)-7-hydroxy-5-oxo-1,2,3,5-tetrahydro-3-indolizinecarboxylate OC1=CC(N2[C@@H](CCC2=C1)C(=O)OCC)=O